C(#N)C1=CC=C(C=C1)CN1C2=C(C3=CC=CC(=C13)C(=O)O)CCCC(C2)CCCCCC 5-[(4-cyanophenyl)methyl]-7-hexyl-5H,6H,7H,8H,9H,10H-cyclohepta[b]indole-4-carboxylic acid